C(C)(=O)[O-].[Ag+].C(C)(=O)[O-].[Cu+2] copper acetate silver acetate